methyl trans-4-[(1-methylpyrazolo[4,3-b]pyridin-6-yl)methyl]cyclohexanecarboxylate CN1N=CC2=NC=C(C=C21)C[C@@H]2CC[C@H](CC2)C(=O)OC